C(#N)C=1C=C(C=CC1)C=1N=C(SC1C1=CC(=NC(=C1)C)C)NC(=O)N1CC2(C1)C(NCC2)=O N-[4-(3-Cyanophenyl)-5-(2,6-dimethyl-4-pyridyl)thiazol-2-yl]-5-oxo-2,6-diazaspiro[3.4]octane-2-carboxamide